(4-(dimethylamino)benzylidene)benzohydrazide CN(C1=CC=C(C=NNC(C2=CC=CC=C2)=O)C=C1)C